C(C)(C)(C)OC(NC1=CC(=NC=C1)N1C(CN(CC1)C)=O)=O (2-(4-methyl-2-oxopiperazin-1-yl)pyridin-4-yl)carbamic acid tert-butyl ester